CS(=O)(=O)C=1C=CC2=C(N=C(O2)S)C1 5-(methanesulfonyl)-1,3-benzoxazole-2-thiol